[(3aS,4R,6aR)-2,3,3a,4,5,6a-hexahydrofuro[2,3-b]furan-4-yl]4-(3-pyrazin-2-ylpyrazolo[1,5-a]pyrimidin-5-yl)piperazine-1-carboxylate O1CC[C@@H]2[C@H]1OC[C@@H]2OC(=O)N2CCN(CC2)C2=NC=1N(C=C2)N=CC1C1=NC=CN=C1